CN(C)CCC1=CC2=C(C3=C1C=CC4=CC=CC=C43)OCO2 The molecule is an organic heterotetracyclic compound that is 2-(2H-phenanthro[3,4-d][1,3]dioxole in which the hydrogen at position 5 has been replaced by a 2-(dimethylamino)ethyl group. It is a cyclic acetal, an organic heterotetracyclic compound and a tertiary amino compound.